N2-(3,5-Difluoro-3'-(methoxy-d3)-[1,1'-biphenyl]-4-yl)-N3-methoxythiophene-2,3-dicarboxamide FC=1C=C(C=C(C1NC(=O)C=1SC=CC1C(=O)NOC)F)C1=CC(=CC=C1)OC([2H])([2H])[2H]